FC(C1=CC=C2C(=CC=NC2=C1)CC(=O)OC)(F)F methyl (7-(trifluoromethyl)quinolin-4-yl)acetate